4-(1-methyl-1H-pyrazol-4-yl)quinazolin-2-carbaldehyde CN1N=CC(=C1)C1=NC(=NC2=CC=CC=C12)C=O